N1C=C(C=2C1=NC=CC2)CCC(=O)N 3-(1H-pyrrolo[2,3-b]pyridin-3-yl)propanamide